[Ni]=[Se].[Fe].[Co] cobalt iron nickel selenide